OCCNC=1C(=NC=CC1)C#N 3-[(2-hydroxyethyl)amino]pyridine-2-carbonitrile